acryloyloxyhexyldimethylmonoethoxysilane C(C=C)(=O)OCCCCCC[Si](OCC)(C)C